ClC1=NC=C(C(=O)NNC(=O)C23OCC(CC2)(CC3)NC(OC(C)(C)C)=O)C(=C1)NC(C)C tert-butyl (1-(2-(6-chloro-4-(isopropylamino)nicotinoyl)hydrazine-1-carbonyl)-2-oxabicyclo[2.2.2]octan-4-yl)carbamate